2,5-dimethoxyphenylacetyl chloride COC1=C(C=C(C=C1)OC)CC(=O)Cl